FC(C(=O)O)(F)F.CN1CC(C1)CCNS(N)(=O)=O Methyl-3-(2-sulfamoylaminoethyl)azetidine trifluoroacetate